pentaglycerol decanoate C(CCCCCCCCC)(=O)O.OCC(O)CO.OCC(O)CO.OCC(O)CO.OCC(O)CO.OCC(O)CO